N-(3-nitro-4-(piperidin-4-ylmethyl-amino)phenylsulfonyl)benzamide [N+](=O)([O-])C=1C=C(C=CC1NCC1CCNCC1)S(=O)(=O)NC(C1=CC=CC=C1)=O